[4-(5-chlorooxazolo[4,5-b]pyridin-2-yl)piperazin-1-yl]-[6-[2-(2,2-dimethylpropyl)tetrazol-5-yl]-5-methyl-3-pyridyl]methanone ClC1=CC=C2C(=N1)N=C(O2)N2CCN(CC2)C(=O)C=2C=NC(=C(C2)C)C=2N=NN(N2)CC(C)(C)C